CNC(=O)C1=C(N(C=C1)S(=O)(=O)C=1C=NC=CC1)Br N-methyl-1-(3-pyridylsulfonyl)-2-bromo-1H-pyrrole-3-formamide